tert-butyl (4-fluoro-5-hydroxy-6-methyl-2,3-dihydro-1H-inden-1-yl)(methyl)carbamate FC1=C2CCC(C2=CC(=C1O)C)N(C(OC(C)(C)C)=O)C